N-{1-[5-(1H-indol-4-yl)thiophen-2-yl]ethyl}-6,7-dimethoxy-2-methylquinazolin-4-amine N1C=CC2=C(C=CC=C12)C1=CC=C(S1)C(C)NC1=NC(=NC2=CC(=C(C=C12)OC)OC)C